FC1=C(C(=CC=C1)OC)B(O)O 2-FLUORO-6-METHOXYPHENYLBORONIC ACID